tert-butyl N-[1-methyl-2-oxo-2-[2-(2,2,2-trifluoroacetyl)hydrazino]ethyl]carbamate CC(C(NNC(C(F)(F)F)=O)=O)NC(OC(C)(C)C)=O